3-[4-benzyloxy-5-[4-[(4-methoxyphenyl)methyl]-1,2,4-triazol-3-yl]-3-methyl-pyrazol-1-yl]propanenitrile C(C1=CC=CC=C1)OC=1C(=NN(C1C1=NN=CN1CC1=CC=C(C=C1)OC)CCC#N)C